4-((7-methoxyquinolin-4-yl)oxy)aniline tert-Butyl-(2R)-2-[(1-methylpyrazol-4-yl)carbamoyl]pyrrolidine-1-carboxylate C(C)(C)(C)OC(=O)N1[C@H](CCC1)C(NC=1C=NN(C1)C)=O.COC1=CC=C2C(=CC=NC2=C1)OC1=CC=C(N)C=C1